[N+](=O)([O-])C1=CC=C(C(=O)OC2=CC(=CC(=C2)Cl)OC(C2=CC=C(C=C2)[N+](=O)[O-])=O)C=C1 5-chloro-1,3-phenylene bis(4-nitrobenzoate)